C(C1=CC=CC=C1)NCCC12CCC(CC1)(C2)C(=O)OC methyl 4-(2-(benzylamino)ethyl)bicyclo[2.2.1]heptane-1-carboxylate